ClC=1C(=CC=2N=CN=C(C2N1)NC1=CC(=C(C=C1)OC1=CC2=C(N(N=N2)C)C=C1)C)C 6-chloro-7-methyl-N-[3-methyl-4-(1-methylbenzotriazol-5-yl)oxy-phenyl]pyrido[3,2-d]pyrimidin-4-amine